C(C)(C)(C)N1N=CC=C1C1=NN2C=NC=3C=CC=CC3C2=N1 2-(1-tert-butyl-1H-pyrazol-5-yl)[1,2,4]triazolo[1,5-c]quinazolin